2-epoxycyclohexyl methacrylate C(C(=C)C)(=O)OC12C(CCCC1)O2